P(=O)(OC[C@]1(O[C@H]([C@@H]([C@@H]1O)O)C1=CC=C2C(=NC=NN21)N)C#N)(OC[C@H](CCCCCCCCCCCCCCCCCC)OCC2=CC(=CC(=C2)C#N)Cl)O ((2R,3S,4R,5S)-5-(4-aminopyrrolo[2,1-f][1,2,4]triazin-7-yl)-2-cyano-3,4-dihydroxytetrahydrofuran-2-yl)methyl ((S)-2-((3-chloro-5-cyanobenzyl)oxy)icosyl) hydrogen phosphate